4-octylbenzenesulfonate C(CCCCCCC)C1=CC=C(C=C1)S(=O)(=O)[O-]